1-[3-(4-bromopyrazol-1-yl)azetidin-1-yl]Ethanone BrC=1C=NN(C1)C1CN(C1)C(C)=O